2-fluoro-11-hydroxy-3-iodo-6-methyl-6,11-dihydrodibenzo[c,f][1,2]thiazepine 5,5-dioxide FC=1C(=CC2=C(C(C3=C(N(S2(=O)=O)C)C=CC=C3)O)C1)I